2-(4,5-difluoro-1H-indol-3-yl)-N,N-diethylethan-1-amine FC1=C2C(=CNC2=CC=C1F)CCN(CC)CC